(R)-2-(piperazin-1-yl)-N-(4-(piperidin-1-ylsulfonyl)phenyl)propanamide N1(CCNCC1)[C@@H](C(=O)NC1=CC=C(C=C1)S(=O)(=O)N1CCCCC1)C